C(C=C)OC1=C(C(=C(C=C1F)Cl)Cl)C1CN=C(C1)CCC(=O)NN (3-(2-(allyloxy)-5,6-dichloro-3-fluorophenyl)-3,4-dihydro-2H-pyrrol-5-yl)propionyl-hydrazine